(S)-((2-(2-methoxy-7-methylquinoxalin-5-yl)-7,8-dihydrobenzofuro[5,4-d]thiazol-7-yl)methyl)carbamic acid pyridin-3-ylmethyl ester N1=CC(=CC=C1)COC(NC[C@H]1OC2=C(C1)C1=C(N=C(S1)C1=C3N=CC(=NC3=CC(=C1)C)OC)C=C2)=O